C(C)OC1=NC2=CC=C(C=C2C(=N1)C=1C(=NN(C1)C)C1=CC=CC=C1)C(=C)OCC ethoxy-6-(1-ethoxyvinyl)-4-(1-methyl-3-phenyl-1H-pyrazol-4-yl)quinazoline